tert-butyl ((((9aR,10S)-10-((R)-(2,3-difluorophenyl)(phenyl)methyl)-3,5-dioxo-3,5,8,9,9a,10-hexahydro-7H-pyrrolo[1',2':4,5]pyrazino[1,2-b]pyridazin-4-yl)oxy)methyl) carbonate C(OC(C)(C)C)(OCOC1=C2N(N=CC1=O)[C@H]([C@@H]1N(C2=O)CCC1)[C@H](C1=CC=CC=C1)C1=C(C(=CC=C1)F)F)=O